(2S)-N-[4-(chloromethyl)phenyl]-2-[[(2S)-2-[3-[2-(2,5-dioxopyrrol-1-yl)ethoxy]propanoylamino]-3-methyl-butanoyl]amino]-5-ureido-pentanamide ClCC1=CC=C(C=C1)NC([C@H](CCCNC(=O)N)NC([C@H](C(C)C)NC(CCOCCN1C(C=CC1=O)=O)=O)=O)=O